2-(7-cyano-6-isopropoxybenzo[b]thiophen-2-yl)-4-methylthiazole-5-carboxylic acid C(#N)C1=C(C=CC2=C1SC(=C2)C=2SC(=C(N2)C)C(=O)O)OC(C)C